COC[C@@H]1[C@H]([C@H]([C@@H](O1)N1C=NC=2C(N)=NC=NC12)O)O 5'-O-Methyladenosin